ClC1=NC=CC=2NC(N(CC21)CC(=O)O)=O {5-chloro-2-oxo-1H,4H-pyrido[4,3-d]pyrimidin-3-yl}acetic acid